FC=1C=C(C=C(C1C)NC(=O)C1=CN=C2N1C=CC=C2)C2=NOC(=N2)C2CN(C2)C(=O)OCCN 2-aminoethyl 3-(3-(3-fluoro-5-(imidazo[1,2-a]pyridine-3-carboxamido)-4-methylphenyl)-1,2,4-oxadiazol-5-yl)azetidine-1-carboxylate